(S)-N'-((5-(5-chloropyridin-3-yl)-2,3-dihydro-1H-inden-4-yl)carbamoyl)-6,7-dihydro-5H-pyrazolo[5,1-b][1,3]oxazine-3-sulfonimidamide ClC=1C=C(C=NC1)C=1C(=C2CCCC2=CC1)NC(=O)N=[S@@](=O)(N)C=1C=NN2C1OCCC2